O=C1NC(CCC1C1=CC=C(OCC(=O)N2CCN(CC2)C2=C(C=NC=C2)C2CN(C2)C(=O)[C@@H]2CC[C@H]3N2C([C@H](CCC3)NC(OC(C)(C)C)=O)=O)C=C1)=O tert-butyl ((3S,6S,9aS)-3-(3-(4-(4-(2-(4-(2,6-dioxopiperidin-3-yl)phenoxy)acetyl)piperazin-1-yl)pyridin-3-yl)azetidine-1-carbonyl)-5-oxooctahydro-1H-pyrrolo[1,2-a]azepin-6-yl)carbamate